CCCCCCCCCCCCCCCCCC(=O)N[C@@H](CCC(=O)[O-])C(=O)O.[Na+] sodium N-stearoyl L-glutamate